2-(4-bromo-3-chlorophenoxy)propan-1-ol BrC1=C(C=C(OC(CO)C)C=C1)Cl